1-(3-bromo-5-nitrophenyl)pyrrolidine BrC=1C=C(C=C(C1)[N+](=O)[O-])N1CCCC1